2-(2,6-dioxopiperidin-3-yl)-5-(3-((1-(2-(4-(1-(4-hydroxyphenyl)-2-phenylbut-1-en-1-yl)phenoxy)ethyl)piperidin-4-yl)methyl)-3,6-diazabicyclo[3.1.1]heptan-6-yl)isoindoline-1,3-dione O=C1NC(CCC1N1C(C2=CC=C(C=C2C1=O)N1C2CN(CC1C2)CC2CCN(CC2)CCOC2=CC=C(C=C2)C(=C(CC)C2=CC=CC=C2)C2=CC=C(C=C2)O)=O)=O